1,2-di(pyridine-3-yl)disulfane N1=CC(=CC=C1)SSC=1C=NC=CC1